Ethyl 4-(4-((7-(4-chlorophenyl)-2-azaspiro[3.5]non-6-en-6-yl)methyl)piperazin-1-yl)benzoate ClC1=CC=C(C=C1)C1=C(CC2(CNC2)CC1)CN1CCN(CC1)C1=CC=C(C(=O)OCC)C=C1